2-((4-((R)-2-(4-cyano-2-fluorophenyl)-2H-chromene-8-yl)piperidin-1-yl)methyl)-3-(((S)-Oxetan-2-yl)methyl)-3H-imidazo[4,5-b]pyridine-5-carboxylic acid C(#N)C1=CC(=C(C=C1)[C@@H]1OC2=C(C=CC=C2C=C1)C1CCN(CC1)CC1=NC=2C(=NC(=CC2)C(=O)O)N1C[C@H]1OCC1)F